4-(cyclopentylamino)-6-(pyridin-3-yl)pyrimidin C1(CCCC1)NC1=NC=NC(=C1)C=1C=NC=CC1